Br[O-] Hypobromit